C12(CC3CC(CC(C1)C3)C2)C2=CC=C(C=C2)C2=CC=CC=C2 4'-adamantyl-biphenyl